N-(3-(tert-butyl)isoxazol-5-yl)-2-(5-(trifluoromethyl)pyridin-2-yl)pyrazolidine-1-carboxamide C(C)(C)(C)C1=NOC(=C1)NC(=O)N1N(CCC1)C1=NC=C(C=C1)C(F)(F)F